BrC=1N=CC=2N(C1)C(=CN2)C2=NC=CC(=N2)N2CC(OCC2)C=2C=NNC2 4-(2-(6-bromoimidazo[1,2-a]pyrazin-3-yl)pyrimidin-4-yl)-2-(1H-pyrazol-4-yl)morpholine